2-[5-[1-(2-fluoro-6-methyl-phenyl)-piperidin-4-yl]-6-oxo-7-(2-trifluoromethyl-benzyl)-4,5,6,7-tetrahydro-pyrazolo[3,4-d]pyrimidin-2-yl]-acetamide FC1=C(C(=CC=C1)C)N1CCC(CC1)N1C(N(C=2C(C1)=CN(N2)CC(=O)N)CC2=C(C=CC=C2)C(F)(F)F)=O